5-Bromo-N-(4-((tert-butyldimethylsilyl)oxy)-1,1,1-trifluorobutane-2-yl)2-chloro-N-methylpyridin-4-amine BrC=1C(=CC(=NC1)Cl)N(C)C(C(F)(F)F)CCO[Si](C)(C)C(C)(C)C